((R)-2-(benzofuran-3-yl)-1-(2-oxo-2-((2,5-dichlorophenyl)amino)acetamido)ethyl)boronic acid O1C=C(C2=C1C=CC=C2)C[C@H](NC(C(NC2=C(C=CC(=C2)Cl)Cl)=O)=O)B(O)O